C1(CC1)[C@@H](\C=C\S(=O)(=O)C)NC(=O)C=1C(=NC(=NC1)N(CC)CC)OC1=CC=CC=C1 (S,E)-N-(1-cyclopropyl-3-(methylsulfonyl)allyl)-2-(diethylamino)-4-phenoxypyrimidine-5-carboxamide